C12C(C3CC(CC(C1)C3)C2)NCCNC(=O)C2=NN(C(=C2Cl)C2=CC=C(C=C2)Cl)C2=C(C=C(C=C2)Cl)Cl N-(2-((1r,3r,5r,7r)-adamantan-2-ylamino)ethyl)-4-chloro-5-(4-chlorophenyl)-1-(2,4-dichlorophenyl)-1H-pyrazole-3-carboxamide